ClC1=CC=C(C(=N1)C(=NO)N)N[C@H](C)C=1C=C(C=C2C(C(=C(OC12)C=1C=NN(C1)C1CC1)C)=O)C 6-Chloro-3-[[(1R)-1-[2-(1-cyclopropylpyrazol-4-yl)-3,6-dimethyl-4-oxo-chromen-8-yl]ethyl]amino]-N'-hydroxy-pyridine-2-carboxamidine